C(C=CC1=CC=CC=C1)N1CCN(CC1)CCOC1=CC=C(C=C1)N1C=NC2=C1C=CC(=C2)C(F)(F)F (4-(2-(4-cinnamylpiperazin-1-yl)ethoxy)phenyl)-5-(trifluoromethyl)-1H-benzo[d]imidazole